tert-butyl (cyclopropylmethyl)((3R)-1-(6-(1-oxo-1-((5-(pyrrolidin-1-yl)pyridin-3-yl)amino)propan-2-yl)pyridazin-3-yl)piperidin-3-yl)carbamate C1(CC1)CN(C(OC(C)(C)C)=O)[C@H]1CN(CCC1)C=1N=NC(=CC1)C(C(NC=1C=NC=C(C1)N1CCCC1)=O)C